C(#N)CC1=CC=C(C=C1)C=1C=C2C(=CNC2=CC1)NC(=O)NC1=CC=C(C=C1)C(F)(F)F 1-(5-(4-(cyanomethyl)phenyl)-1H-indol-3-yl)-3-(4-(trifluoromethyl)phenyl)urea